3-((4-((3-chloro-4-(pyridin-2-ylmethoxy)phenyl)amino)-6-nitroquinazolin-7-yl)ethynyl)-3-methylpyrrolidine-1-carboxylic acid tert-butyl ester C(C)(C)(C)OC(=O)N1CC(CC1)(C)C#CC1=C(C=C2C(=NC=NC2=C1)NC1=CC(=C(C=C1)OCC1=NC=CC=C1)Cl)[N+](=O)[O-]